N-(4-(6-(cyclopropanecarboxamido)hexyl)-1-phenyl-1H-imidazol-2-yl)-3-(1-methyl-1H-pyrazol-4-yl)benzamide C1(CC1)C(=O)NCCCCCCC=1N=C(N(C1)C1=CC=CC=C1)NC(C1=CC(=CC=C1)C=1C=NN(C1)C)=O